7-[2-[[[(2S,4R)-1-[(2S)-2-[(1-fluorocyclopropanecarbonyl)amino]-3,3-dimethyl-butanoyl]-4-hydroxy-pyrrolidine-2-carbonyl]amino]methyl]-5-(4-methylthiazol-5-yl)phenoxy]heptanoic acid FC1(CC1)C(=O)N[C@H](C(=O)N1[C@@H](C[C@H](C1)O)C(=O)NCC1=C(OCCCCCCC(=O)O)C=C(C=C1)C1=C(N=CS1)C)C(C)(C)C